1,4-diaza-butatriene N=C=C=N